The molecule is an amino tetrasaccharide in which a galactose residue is linked beta(1->3) to the residue at the reducing end of a linear chain of one galactose residue, one N-acetylglucosamine residue and one N-acetylgalactosamine residue, sequentially linked beta(1->4) and beta(1->6). It has a role as an epitope. It is a galactosamine oligosaccharide, an amino tetrasaccharide, a glucosamine oligosaccharide and a beta-D-Galp-(1->3)-[beta-D-Galp-(1->4)-beta-D-GlcpNAc-(1->6)]-D-GalpNAc. CC(=O)N[C@@H]1[C@H]([C@@H]([C@H](O[C@H]1OC[C@@H]2[C@@H]([C@@H]([C@H]([C@H](O2)O)NC(=O)C)O[C@H]3[C@@H]([C@H]([C@H]([C@H](O3)CO)O)O)O)O)CO)O[C@H]4[C@@H]([C@H]([C@H]([C@H](O4)CO)O)O)O)O